(3R)-3-amino-7-[5-(1-amino-2,2,2-trifluoro-1-methyl-ethyl)-1,3,4-oxadiazol-2-yl]-5-[(4-chlorophenyl)methyl]-1,1-dioxo-2,3-dihydro-1λ6,5-benzothiazepin-4-one N[C@H]1CS(C2=C(N(C1=O)CC1=CC=C(C=C1)Cl)C=C(C=C2)C=2OC(=NN2)C(C(F)(F)F)(C)N)(=O)=O